(2S,4S)-(1-((5-methoxy-7-methyl-1H-indol-4-yl)methyl)-4-((2,2,2-trifluoroethyl)amino)piperidin-2-yl)benzoic acid COC=1C(=C2C=CNC2=C(C1)C)CN1[C@@H](C[C@H](CC1)NCC(F)(F)F)C1=C(C(=O)O)C=CC=C1